NC1CN(C1)C1=CC=C(C(=C1C#N)Cl)C1C(NC(CC1)=O)=O 6-(3-aminoazetidin-1-yl)-2-chloro-3-(2,6-dioxo-3-piperidyl)benzonitrile